5-[(methanesulfonylcarbamoyl)methyl]-[1,2,4]triazolo[1,5-a]pyridin-8-yl 4-{[(1Z)-{[(tert-butoxy)carbonyl]amino}({[(tert-butoxy)carbonyl]imino})methyl]amino}benzoate C(C)(C)(C)OC(=O)N\C(=N/C(=O)OC(C)(C)C)\NC1=CC=C(C(=O)OC=2C=3N(C(=CC2)CC(NS(=O)(=O)C)=O)N=CN3)C=C1